1-(quinolin-6-ylmethyl)pyrazole-4-carboxamide N1=CC=CC2=CC(=CC=C12)CN1N=CC(=C1)C(=O)N